O1COC2=C1C=CC(=C2)CC(C)NCCCC N-[1-(1,3-benzodioxol-5-yl)propan-2-yl]butan-1-amine